C(C)(SCC)=O S-ethyl ethanethioate